tert-Butyl (2-((2-(3-(3-chloro-4-fluorophenyl)ureido)-6-methylpyrimidin-4-yl)amino)ethyl)(methyl)carbamate ClC=1C=C(C=CC1F)NC(NC1=NC(=CC(=N1)NCCN(C(OC(C)(C)C)=O)C)C)=O